N-[(1R)-1-benzyl-3,3,3-trifluoro-1-methylpropyl]-8-fluoro-quinoline-3-carboxamide C(C1=CC=CC=C1)[C@@](CC(F)(F)F)(C)NC(=O)C=1C=NC2=C(C=CC=C2C1)F